N-{3-[2-(benzylamino)quinolin-7-yl]phenyl}prop-2-enamide C(C1=CC=CC=C1)NC1=NC2=CC(=CC=C2C=C1)C=1C=C(C=CC1)NC(C=C)=O